N\C(\C)=C(/C(=O)OCC)\C=C\C(C)=O (2Z,3E)-Ethyl 2-(1-aminoethylidene)-5-oxohex-3-enoate